C(#N)C=CC(=O)OCC[N+](CC)(C)C cyanoacryloyl-oxyethyl-dimethyl-ethyl-ammonium